[Na+].COC=1C=C2C(=CC=NC2=CC1OC)NCC1=CC=C(C=C1)P([O-])([O-])=O.[Na+] (4-(((6,7-Dimethoxyquinolin-4-yl)amino)methyl)phenyl)phosphonic acid sodium salt